C1(=CC=CC2=CC=CC=C12)C1CCN(CC1)C(=O)C1CC2(C1)NCOC2 (2s,4s)-2-(4-(Naphthalen-1-yl)piperidine-1-carbonyl)-7-oxa-5-azaspiro[3.4]octan